CC=1OC2=C(N1)C=CC(=C2)C(=O)O 2-methyl-1,3-benzoxazole-6-carboxylic acid